methyl 2-(7-bromo-8-fluoro-2-methylquinolin-3-yl)-4-cyanobutanoate BrC1=CC=C2C=C(C(=NC2=C1F)C)C(C(=O)OC)CCC#N